(R)-4-(3-Aminoazepan-1-yl)-2-cyclohexylphthalazin-1(2H)-one hydrochloride Cl.N[C@H]1CN(CCCC1)C1=NN(C(C2=CC=CC=C12)=O)C1CCCCC1